N,N'-diisopropylacetoamidine C(C)(C)NC(C)=NC(C)C